N=1C=NN2C1C=CC(=C2)C=2C=C(N1N=C(N=C(C12)OC)NC1CCC(CC1)(O)C)[2H] (1r,4r)-4-((5-([1,2,4]triazolo[1,5-a]pyridin-6-yl)-4-methoxypyrrolo[2,1-f][1,2,4]triazin-2-yl-7-d)amino)-1-methylcyclohexan-1-ol